BrC1=C(N(N=C1)C)C=1C=C(C=CC1OCCN(C)C)NC(=O)NC1=CC(=C(C=C1)F)O 1-[3-(4-Bromo-2-methyl-2H-pyrazol-3-yl)-4-(2-dimethylamino-ethoxy)-phenyl]-3-(4-fluoro-3-hydroxy-phenyl)-urea